FC1CC(C1)(C1=NC=CC=C1F)CNC1=NC=C(C=N1)C=1C=C(C(=O)N)C=CC1 3-[2-({[3-fluoro-1-(3-fluoro(2-pyridyl))cyclobutyl]methyl}amino)pyrimidin-5-yl]benzamide